ClC=1C(=NC=CC1)N1N=C(C=C1C(=O)NC=1C(=CC=2N(C1C(=O)NC(C)C)N=CC2)C)N2CC(C2)(F)F 6-(1-(3-chloropyridin-2-yl)-3-(3,3-difluoroazetidin-1-yl)-1H-pyrazole-5-carboxamido)-N-isopropyl-5-methylpyrazolo[1,5-a]pyridine-7-carboxamide